CC1=NNC(=C1N1CCN(CC1)C1=C(C=CC(=C1)C=1N=NNN1)F)C 1-(3,5-dimethyl-1H-pyrazol-4-yl)-4-(2-fluoro-5-(2H-tetrazol-5-yl)phenyl)piperazine